COC=1C=C(\C=C\2/CC(C\C(\C2=O)=C/C2=CC(=C(C=C2)OC)OC)NC(=O)NCC(=O)OCC)C=CC1OC Ethyl ((3,5-Bis((E)-3,4-dimethoxybenzylidene)-4-oxocyclohexyl)carbamoyl)glycinate